2-chloro-1,3-dimethyl-4,5-dihydro-1H-imidazol-3-ium hexafluorophosphate F[P-](F)(F)(F)(F)F.ClC=1N(CC[N+]1C)C